CC1=C(C=C(C=C1O)CCCCCCCCC(C(C(C(CCC)CC)CC)CC)CC)O 2-Methyl-5-(9,10,11,12-tetraethylpentadecyl)benzene-1,3-diol